2,2,6,6-tetramethyl-piperidine nitrogen [N].CC1(NC(CCC1)(C)C)C